FC1(CN[C@@H]2[C@H]1N(CC2)CCC(C(=O)OC(C)(C)C)(C)C)F (cis)-tert-butyl 4-(6,6-difluorohexahydropyrrolo[3,2-b]pyrrol-1(2H)-yl)-2,2-dimethylbutyrate